tert-butyl N-cyclopropyl-N-[3-[3-[1-(2,6-dioxo-3-piperidyl)-3-methyl-2-oxo-benzimidazol-4-yl]propoxy]propyl]carbamate C1(CC1)N(C(OC(C)(C)C)=O)CCCOCCCC1=CC=CC=2N(C(N(C21)C)=O)C2C(NC(CC2)=O)=O